ethoxy-para-phenylphenol C(C)OC1=C(C=CC(=C1)C1=CC=CC=C1)O